(4-fluorophenyl)-6-(1-hydroxypropyl)pyridine 1-oxide FC1=CC=C(C=C1)C1=[N+](C(=CC=C1)C(CC)O)[O-]